L-pantothenic acid C(CCNC([C@H](O)C(C)(C)CO)=O)(=O)O